ClC=1C=NC(=C(C(=O)NC2CCC(CC2)CN2C(N(C3=C2C=CC=C3)C3=C(C=CC=C3)F)=O)C1)C 5-chloro-N-((1r,4r)-4-((3-(2-fluorophenyl)-2-oxo-2,3-dihydro-1H-benzo[d]imidazol-1-yl)methyl)cyclohexyl)-2-methylnicotinamide